4-(3-Chloro-2-fluoro-6-methoxyphenyl)-N-(5-(2-(2-(2-methoxyethoxy)ethoxy)ethoxy)-1,3,4-thiadiazol-2-yl)-6-methylnicotinamide ClC=1C(=C(C(=CC1)OC)C1=CC(=NC=C1C(=O)NC=1SC(=NN1)OCCOCCOCCOC)C)F